FC=1C=C(C=CC1)C1(CC1)NCCC(=O)N1CC2CCC(C1)N2C2=NC=C(C#N)C=C2 6-(3-(3-((1-(3-fluorophenyl)cyclopropyl)amino)propanoyl)-3,8-diazabicyclo[3.2.1]octan-8-yl)nicotinonitrile